OCC1CNCCO1 2-(hydroxymethyl)morpholine